FC1=CC=C(C=C1)C1CC2C(CC(O2)=O)(C(C1)=O)CC(=O)OCC1=CC=CC=C1 (-)-Benzyl 2-(6-(4-fluorophenyl)-2,4-dioxohexahydrobenzofuran-3a(4H)-yl)acetate